CN1C(N(C2=C1C=C(C=C2)CN2CCC(CC2)C2CCNCC2)C2CNCCC2)=O 3-[3-methyl-2-oxo-5-[[4-(4-piperidyl)-1-piperidyl]methyl]benzimidazol-1-yl]piperidine